N-(3-(2,6-dimethoxyphenyl)-1H-pyrrolo[2,3-b]pyridin-6-yl)-2-(2-(dimethylamino)ethyl)cyclopropane-1-carboxamide COC1=C(C(=CC=C1)OC)C1=CNC2=NC(=CC=C21)NC(=O)C2C(C2)CCN(C)C